O1CCC12CN(C2)C(=O)C2=NC=C(C#N)C=C2 6-(1-oxa-6-azaspiro[3.3]heptane-6-carbonyl)nicotinonitrile